ClC=1C(=CC2=C(C[C@@](O2)([C@H]2NCCC2)C2=CC=CC=C2)C1C=1C(=CC2=C(OCCO2)C1F)C(=O)NC)F (S)-7-((2S)-5-Chloro-6-fluoro-2-phenyl-2-((S)-pyrrolidin-2-yl)-2,3-dihydrobenzofuran-4-yl)-8-fluoro-N-methyl-2,3-dihydrobenzo[b][1,4]dioxine-6-carboxamide